tert-butyl (2-amino-3-bromobenzyl)carbamate NC1=C(CNC(OC(C)(C)C)=O)C=CC=C1Br